CN(C(=O)N)CCCCC N-methyl-N-pentylurea